7-chloro-6-ethylsulfanyl-5-(4-fluorophenyl)-1H-pyrazolo[4,3-g]Quinoline ClC1=NC2=CC3=C(C=C2C(=C1SCC)C1=CC=C(C=C1)F)C=NN3